5-(5-methyl-2-(5-methyl-6-(8-methyl-3,8-diaza-bicyclo[3.2.1]octan-3-yl)pyridin-3-ylamino)pyrimidin-4-ylamino)benzo[d]oxazol-2(3H)-one CC=1C(=NC(=NC1)NC=1C=NC(=C(C1)C)N1CC2CCC(C1)N2C)NC=2C=CC1=C(NC(O1)=O)C2